germanium-gallium [Ga].[Ge]